FC(OC=1C=CC2=C(NC(C3=C(N2)C=CC=C3)=O)C1)(F)F 8-(trifluoromethoxy)-5,10-dihydro-11H-dibenzo[b,e][1,4]diazepin-11-one